C(C)(C)(C)C=1C=C(CN(C(CN(S(=O)(=O)C2=C(C(=C(C(=C2F)F)F)F)F)CC2=NC=C(C=C2Cl)F)=O)C2=C(C=C(C(=O)O)C=C2)OC)C=C(C1)C1CC1 4-(N-(3-(tert-butyl)-5-cyclopropylbenzyl)-2-(N-((3-chloro-5-fluoropyridin-2-yl)methyl)-(2,3,4,5,6-pentafluorophenyl)sulfonamido)acetamido)-3-methoxybenzoic acid